O1CCOC12CCN(CC2)C2=CC1=C(N(C(N1C)=O)N1C(CCCC1=O)=O)C=C2 (5-{1,4-dioxa-8-azaspiro[4.5]dec-8-yl}-3-methyl-2-oxo-1,3-benzodiazol-1-yl)piperidine-2,6-dione